FC1=C(OC2CCN(CC2)C=2N=C3C(=NC2C=2C=NN(C2)CC)CN(CC3)C(=O)C3NCC(C3)(F)F)C=CC(=C1)F (2-(4-(2,4-difluorophenoxy)piperidin-1-yl)-3-(1-ethyl-1H-pyrazol-4-yl)-7,8-dihydropyrido[3,4-b]pyrazin-6(5H)-yl)(4,4-difluoropyrrolidin-2-yl)methanone